C(CCCCC(=O)OC(CCCCCCCCCC)CCCCCCC)(=O)OC(CCCCCCCCCC)CCCCCCC di(heptylundecyl) adipate